FC=1C=C2C(=C3C(=C4CCC[N+]5=C4C(=C3)CCC5)OC2=CC1F)C1=C(C=C(C=C1)S(=O)(=O)O)S(=O)(=O)[O-] 2-(11,12-difluoro-1,2,3,5,6,7-hexahydrochromeno[2,3-f]pyrido[3,2,1-ij]quinolin-4-ium-9-yl)-5-sulfobenzenesulfonate